rac-tert-Butyl (2S,4R)-2-(2-(6-bromo-4-chloro-7-ethyl-2H-indazol-2-yl)-3-ethoxy oxopropanoyl)-4-fluoropyrrolidine-1-carboxylate BrC=1C=C(C2=CN(N=C2C1CC)[C@H](C(=O)[C@H]1N(C[C@@H](C1)F)C(=O)OC(C)(C)C)C(OCC)=O)Cl |&1:12|